C(#N)\C(=C/C1=C(C=C(C=C1)OC)O)\C1=CC=C(C#N)C=C1 (Z)-4-(1-cyano-2-(2-hydroxy-4-methoxyphenyl)vinyl)benzonitrile